6-bromo-4-chloro-1H-pyrrolo[2',3':3,4]pyrazolo[1,5-a]pyridine BrC=1C=C(C=2N(C1)N=C1C2C=CN1)Cl